bis[β-(3,5-di-tert-butyl-4-hydroxyphenyl)propionyl]hydrazine C(C)(C)(C)C=1C=C(C=C(C1O)C(C)(C)C)CCC(=O)NNC(CCC1=CC(=C(C(=C1)C(C)(C)C)O)C(C)(C)C)=O